tert-butyl 4-(3-((6-(trifluoromethyl)pyridin-2-yl)amino)pyrazin-2-yl)-3,6-dihydropyridine-1(2H)-carboxylate FC(C1=CC=CC(=N1)NC=1C(=NC=CN1)C=1CCN(CC1)C(=O)OC(C)(C)C)(F)F